2,2',2''-(10-(2-((2,5-dioxopyrrolidin-1-yl)oxy)-2-oxoethyl)-1,4,7,10-tetraazacyclododecane-1,4,7-triyl)triacetic acid tert-butyl ester C(C)(C)(C)OC(CN1CCN(CCN(CCN(CC1)CC(=O)ON1C(CCC1=O)=O)CC(=O)O)CC(=O)O)=O